N1N=CC(=C1)C=1C=NC2=CC=C(C=C2N1)C(=O)C=1C=C(C=CC1F)NC(=O)NC1=CC(=CC=C1)F 1-(3-(3-(1H-pyrazol-4-yl)quinoxaline-6-carbonyl)-4-fluorophenyl)-3-(3-fluorophenyl)urea